N1CC(CCC1)C(C#N)C 3-piperidylpropionitrile